OC1CCN(CC1)C([C@H](CC)C)=O (S)-1-(4-hydroxypiperidin-1-yl)-2-methylbutan-1-one